(4-((5-Bromo-6-methyl-3-nitropyridin-2-yl)amino)phenyl)methanol BrC=1C=C(C(=NC1C)NC1=CC=C(C=C1)CO)[N+](=O)[O-]